4-(2-(4-(3-Methoxypropyl)piperazin-1-yl)pyridin-3-yl)-4,5-dihydropyrrolo[1,2-a]quinoxaline COCCCN1CCN(CC1)C1=NC=CC=C1C1C=2N(C3=CC=CC=C3N1)C=CC2